CC=1C=CC(=NC1)C1CN(CCO1)C(=O)[O-] 2-(5-methylpyridin-2-yl)morpholine-4-carboxylate